cyclopropyl-3-(2-isopropylphenyl)azetidine-1,3-dicarboxamide C1(CC1)C1N(CC1(C(=O)N)C1=C(C=CC=C1)C(C)C)C(=O)N